2-(6-(5-chloro-2-((oxan-4-yl)amino)pyrimidin-4-yl)-1-oxoisoindolin-2-yl)-3-methoxypropanoic acid ClC=1C(=NC(=NC1)NC1CCOCC1)C1=CC=C2CN(C(C2=C1)=O)C(C(=O)O)COC